FCC(C(=O)[O-])O 3-fluorolactate